7-bromo-1,2,3,3a-tetrahydro-9H-benzo[e]pyrrolo[2,1-b][1,3]oxazin-9-one BrC=1C=CC2=C(C(N3C(O2)CCC3)=O)C1